CC=1C=C(C2=C(C=C(O2)CNC(=O)C=2C=NN3C2N=CC=C3)C1)CC(=O)O[C@@H](C(F)(F)F)C (R)-1,1,1-Trifluoropropan-2-yl 2-(5-methyl-2-((pyrazolo[1,5-a]pyrimidine-3-carboxamido)methyl)benzofuran-7-yl)acetate